C(C)(=O)O[C@@H]1[C@H](OC(C=C1)OC(=O)OC(C)(C)C)[C@@H]1OC(OC1)(C)C (2s,3s)-6-((tert-butoxycarbonyl) oxy)-2-((R)-2,2-dimethyl-1,3-dioxolan-4-yl)-3,6-dihydro-2H-pyran-3-yl acetate